6-methyl-2-oxo-1-(3-trifluoromethylphenyl)-1,2-dihydro-pyridine-3-carboxylic acid 4-methanesulfonyl-benzylamide CS(=O)(=O)C1=CC=C(CNC(=O)C=2C(N(C(=CC2)C)C2=CC(=CC=C2)C(F)(F)F)=O)C=C1